tetraethyl 7-(trifluoromethyl)-9H-carbazole-1,2,3,4-tetracarboxylate FC(C1=CC=C2C=3C(=C(C(=C(C3NC2=C1)C(=O)OCC)C(=O)OCC)C(=O)OCC)C(=O)OCC)(F)F